C(CCCCC)P(CCCCCCCCCCCCCC)(CCCCCC)(CCCCCC)Cl trihexyl-(tetradecyl)phosphorus chloride